C(C1=CC=CC=C1)NC(NC=1C=C2C(=NN(C2=CC1)CC(=O)N(C(C)C)CC(=O)NCC1=C(C(=CC=C1)Cl)F)C(=O)N)=O 5-(3-benzylureido)-1-(2-((2-((3-chloro-2-fluorobenzyl)amino)-2-oxoethyl)(isopropyl)amino)-2-oxoethyl)-1H-indazole-3-carboxamide